[Cl-].[Cl-].FC(C1=CC=C(C=C1)C(=[Zr+2](C1=C(C(=CC=2C3=CC(=C(C=C3CC12)C1=CC=CC=C1)C(C)(C)C)C(C)(C)C)C1=CC=CC=C1)C1C=CC=C1)C1=CC=C(C=C1)C(F)(F)F)(F)F di-(p-trifluoromethyl-phenyl)methylene(cyclopentadienyl)(2,7-diphenyl-3,6-di-tert-butylfluorenyl)zirconium dichloride